2-{3-[(3R,5S)-3,5-dimethylpiperazin-1-yl]-1,2,4-triazin-6-yl}-5-(8-methoxy-2-methyl[1,2,4]triazolo[1,5-b]pyridazin-6-yl)phenol dihydrochloride Cl.Cl.C[C@@H]1CN(C[C@@H](N1)C)C=1N=NC(=CN1)C1=C(C=C(C=C1)C=1C=C(C=2N(N1)N=C(N2)C)OC)O